3-anthracenecarboxylic acid C1=CC(=CC2=CC3=CC=CC=C3C=C12)C(=O)O